5-(6-(3,4-dimethoxyphenyl)-7-ethyl-5H-pyrrolo[3,2-d]pyrimidin-2-yl)-1,3,4-oxadiazol-2-amine COC=1C=C(C=CC1OC)C1=C(C=2N=C(N=CC2N1)C1=NN=C(O1)N)CC